tert-butyl(S-(((2S,4R)-4-((6-methoxypyrimidin-4-yl)oxy)-2-methylpyrrolidin-1-yl)methyl)thiazol-2-yl-4-d)carbamate C(C)(C)(C)OC(NC=1S(C=C(N1)[2H])CN1[C@H](C[C@H](C1)OC1=NC=NC(=C1)OC)C)=O